2-cyclopropyl-6-[1-(difluoromethyl)pyrazol-4-yl]morpholine C1(CC1)C1CNCC(O1)C=1C=NN(C1)C(F)F